6,7-dimethoxy-2-(piperidin-1-yl)-N-(piperidin-4-yl)quinazolin-4-amine COC=1C=C2C(=NC(=NC2=CC1OC)N1CCCCC1)NC1CCNCC1